(1S,3R)-3-((1-((2-chloropyrimidin-5-yl)amino)isoquinolin-6-yl)oxy)cyclohexan-1-ol ClC1=NC=C(C=N1)NC1=NC=CC2=CC(=CC=C12)O[C@H]1C[C@H](CCC1)O